4-(bromomethyl)-4-fluorotetrahydro-2H-pyran BrCC1(CCOCC1)F